4-(1,4-Diazepan-1-yl)-1-phenylcyclohexanecarbonitrile hydrochloride Cl.N1(CCNCCC1)C1CCC(CC1)(C#N)C1=CC=CC=C1